N1=C(C=CC=2CCCNC12)CCN1CC(C1)C(=O)NC[C@@H](C(=O)O)NS(=O)(=O)C1=C(C=C(C=C1C)C)C (S)-3-(1-(2-(5,6,7,8-tetrahydro-1,8-naphthyridin-2-yl)ethyl)azetidine-3-carboxamido)-2-((2,4,6-trimethylphenyl)sulphonamido)propionic acid